3,3,3-trifluoropropyl-amine FC(CCN)(F)F